BrC=1C(=NN(C1)C)C1=NC=C(C=C1)C(F)F 2-(4-bromo-1-methyl-1H-pyrazol-3-yl)-5-(difluoromethyl)pyridine